[Si](C)(C)(C(C)(C)C)OC=1C(=C(C=CC1)C=1N=C(C=2N(C1)C(\C(\N2)=C/C=2OC=CC2)=O)CC2=C(C=CC=C2)F)F (E)-6-(3-((tert-butyldimethylsilyl)oxy)-2-fluorophenyl)-8-(2-fluorobenzyl)-2-(furan-2-ylmethylene)imidazo[1,2-a]pyrazin-3(2H)-one